N1[C@@H](CCC1)COC1=NOC(=C1)CN1CCC(CC1)OC1=C2C(=NC=C1)C=CS2 (S)-3-(pyrrolidin-2-ylmethoxy)-5-((4-(thieno[3,2-b]pyridin-7-yloxy)piperidin-1-yl)methyl)isoxazole